ClC=1C=C(C=C(C1)Cl)C1(CC(=NO1)C1=CC=C(C=C1)C(=O)N1C=CC2=CC=CC(=C12)C)C(F)(F)F (4-(5-(3,5-dichlorophenyl)-5-(trifluoromethyl)-4,5-dihydroisoxazol-3-yl)phenyl)(7-methyl-1H-indol-1-yl)methanone